(S)-N-(1-(1-(4-fluorophenyl)-6-methyl-1H-indazol-5-yl)pyrrolidin-3-yl)-1-methyl-1H-pyrazole-4-sulfonamide FC1=CC=C(C=C1)N1N=CC2=CC(=C(C=C12)C)N1C[C@H](CC1)NS(=O)(=O)C=1C=NN(C1)C